(8S)-N-(5-Aminopentyl)-7-{2-[(4-phenoxyphenyl)formamido]acetyl}-1,4-dioxa-7-azaspiro[4.4]nonane-8-carboxamide NCCCCCNC(=O)[C@H]1N(CC2(OCCO2)C1)C(CNC(=O)C1=CC=C(C=C1)OC1=CC=CC=C1)=O